1,3,5-tricarboxy-2-hydroxycyclohexane C(=O)(O)C1C(C(CC(C1)C(=O)O)C(=O)O)O